C12OCC(C1)C2 2-OXABICYCLO[2.1.1]HEXANE